NN1N=C(N=C1)C(=O)O 2-amino-5-carboxyl-1,2,4-triazole